2-[[2-methoxy-5-(1-methylpyrazol-3-yl)phenyl]methylamino]-5-propyl-4H-[1,2,4]triazolo[1,5-a]pyrimidin-7-one COC1=C(C=C(C=C1)C1=NN(C=C1)C)CNC1=NN2C(NC(=CC2=O)CCC)=N1